OC=1C=C2CC[C@@H]([C@@H](C2=CC1)C1=CC=C(C=C1)N1CCC(CC1)CN1CCN(CC1)C=1C=C2CN(C(C2=CC1)=O)[C@@H]1C(NC(CC1)=O)=O)C1=CC=NC=C1 (S)-3-(5-(4-((1-(4-((1R,2S)-6-hydroxy-2-(pyridine-4-yl)-1,2,3,4-tetrahydronaphthalen-1-yl)phenyl)piperidin-4-yl)methyl)piperazin-1-yl)-1-oxoisoindolin-2-yl)piperidine-2,6-dione